6-((5-cyanopyridin-2-yl)amino)-N-methoxy-4-((2-(N-methyl-methanesulfonamido)phenyl)amino)nicotinamide C(#N)C=1C=CC(=NC1)NC1=NC=C(C(=O)NOC)C(=C1)NC1=C(C=CC=C1)N(S(=O)(=O)C)C